N-(4-{[6-(5-chloro-2-fluoro-phenyl)-3-[(2-hydroxyethyl)-sulfanyl]pyridazin-4-yl]amino}-pyridin-2-yl)-3-[(4-methyl-piperazin-1-yl)methyl]bicyclo-[1.1.1]pentane-1-carboxamide ClC=1C=CC(=C(C1)C1=CC(=C(N=N1)SCCO)NC1=CC(=NC=C1)NC(=O)C12CC(C1)(C2)CN2CCN(CC2)C)F